sodium (S)-3-(6-methoxy-3'-(trifluoromethoxy)biphenyl-3-yl)-3-(3-(1-methyl-4-oxido-2-oxo-1,2-dihydropyridin-3-yl)ureido)propanoate COC1=CC=C(C=C1C1=CC(=CC=C1)OC(F)(F)F)[C@H](CC(=O)[O-])NC(=O)NC=1C(N(C=CC1[O-])C)=O.[Na+].[Na+]